(R)-7-methoxy-2-methyl-6-(9-methyl-3,9-diazaspiro[5.5]undecan-3-yl)-N-(1-(3-Nitro-5-(trifluoromethyl)phenyl)ethyl)pyrido[2,3-d]pyrimidin-4-amine COC=1C(=CC2=C(N=C(N=C2N[C@H](C)C2=CC(=CC(=C2)C(F)(F)F)[N+](=O)[O-])C)N1)N1CCC2(CC1)CCN(CC2)C